vinyl acetoacetate (vinyl-3-oxobutyrate) C(=C)C(C(=O)O)C(C)=O.C(CC(=O)C)(=O)OC=C